C(CCCCCCCCCCC)C1C(OC(C1)=O)=O 3-dodecyl-tetrahydrofuran-2,5-dione